3-(((tert-butyldiphenylsilyl)oxy)methyl)azetidine hydrochloride Cl.[Si](C1=CC=CC=C1)(C1=CC=CC=C1)(C(C)(C)C)OCC1CNC1